2-Benzooxazol-2-yl-benzo[f]chromen-3-one O1C(=NC2=C1C=CC=C2)C=2C(OC=1C=CC3=C(C1C2)C=CC=C3)=O